3,5-bis(3-(triethoxysilyl)propoxy)-benzene C(C)O[Si](CCCOC=1C=CC=C(C1)OCCC[Si](OCC)(OCC)OCC)(OCC)OCC